ClCC=1C(=CC(=NC1)C1C(NC(CC1)=O)=O)F 3-(5-(Chloromethyl)-4-fluoropyridin-2-yl)piperidine-2,6-dione